C(C)(C)(C)OC(=O)N1CC=2C=CC(=NC2C(C1)OC(C)=O)S(=O)(=O)Cl 8-acetoxy-2-(chlorosulfonyl)-7,8-dihydro-1,6-naphthyridine-6(5H)-carboxylic acid tert-butyl ester